2-(4-methylanilino)-4,6-dichloro-1,3,5-triazine CC1=CC=C(NC2=NC(=NC(=N2)Cl)Cl)C=C1